cis-2-(4-(cyclopentylamino)phenyl)-N-(2,3-dihydrobenzo[b][1,4]-dioxin-6-yl)-1-(2-fluoro-6-methylbenzoyl)octahydro-1H-cyclopenta[b]pyridine-3-carboxamide C1(CCCC1)NC1=CC=C(C=C1)C1C(CC2C(N1C(C1=C(C=CC=C1C)F)=O)CCC2)C(=O)NC2=CC1=C(OCCO1)C=C2